C1=CC=C2C(=C1)C(=CN2)CCCC(=O)N[C@@H](CS)C(=O)O The molecule is an N-acyl-L-alpha-amino acid resulting from the formal condensation of the carboxy group of 4-(indol-3-yl)butanoic acid with the amino group of L-cysteine. It is a N-acyl-L-alpha-amino acid, a secondary carboxamide, a thiol and a member of indoles. It is a conjugate acid of a N-[4-(indol-3-yl)butanoyl]-L-cysteinate.